C(CCCCC)C(C(=O)OCCCCCCN(CCCCCCOC(C(CCCCCCCC)CCCCCC)=O)CCOCCOCCOCCOCCN)CCCCCCCC 6-[2-[2-[2-[2-(2-aminoethoxy)ethoxy]ethoxy]ethoxy]ethyl-[6-(2-hexyldecanoyloxy)hexyl]amino]hexyl 2-hexyldecanoate